NC=1C2=C(N=CN1)N(C(=C2C2=NC=C(C=N2)C2CC2)C2=CCC1(CCN(CC1)C(C=C)=O)CC2)C 1-(9-(4-amino-5-(5-cyclopropylpyrimidin-2-yl)-7-methyl-7H-pyrrolo[2,3-d]pyrimidin-6-yl)-3-azaspiro[5.5]undec-8-en-3-yl)prop-2-en-1-one